N-(3-cyanobenzo[b]thiophen-2-yl)-4-methoxy-1-naphthamide C(#N)C=1C2=C(SC1NC(=O)C1=CC=C(C3=CC=CC=C13)OC)C=CC=C2